C(CC(=C)C)C=1C(=CC(C(C(=O)O)C1)(O)CC(=O)C1=CC=C(C=C1)C1=CC=C(C=C1)Cl)OC 5-Isopentenyl-2-{2-[4'-chloro-(1,1'-biphenyl-4-yl)]-2-oxoethyl}-4-methoxysalicylic acid